8-bromo-6-fluoro-3-methylquinazoline-2,4(1H,3H)-dione BrC=1C=C(C=C2C(N(C(NC12)=O)C)=O)F